ClC1=C(C=C2C(=C(N(C2=C1C#N)C)C1=NN=C(N1)C(COC)(F)F)N1C=NC=C1)OC 6-chloro-2-(5-(1,1-difluoro-2-methoxyethyl)-4H-1,2,4-triazol-3-yl)-3-(1H-imidazol-1-yl)-5-methoxy-1-methyl-1H-indole-7-carbonitrile